C(CCCCCCC\C=C/CCCCCCCC)(=O)CC(C[NH+](C)C)C(CCCCCCC\C=C/CCCCCCCC)=O 1,2-dioleoyl-3-dimethylammonio-propane